(rac)-(2r,4s)-2-((3r,4r)-4-([1,1'-biphenyl]-3-yl)-3-methylpiperidin-1-carbonyl)-5-azaspiro[3.4]octan-6-one C1(=CC(=CC=C1)[C@H]1[C@H](CN(CC1)C(=O)C1CC2(C1)NC(CC2)=O)C)C2=CC=CC=C2 |r|